6-bromo-N-methyl-7-(methyl-d3)pyrido[2,3-d]pyrimidin-2-amine BrC1=CC2=C(N=C(N=C2)NC)N=C1C([2H])([2H])[2H]